2-((3,4-bis((4-fluorobenzyl)oxy)benzyl)amino)ethan-1-ol FC1=CC=C(COC=2C=C(CNCCO)C=CC2OCC2=CC=C(C=C2)F)C=C1